(dimethylamino)-1-propylamine CN(C)NCCC